ClC1=C(C(=CC(=C1)C)C(C)(C)C)N=CC N-(2-chloro-4-methyl-6-tert-butylphenyl)ethan-1-imine